1-O-benzyl-N-(tert-Butoxycarbonyl)-L-allothreonine C(C1=CC=CC=C1)OC([C@@H](NC(=O)OC(C)(C)C)[C@@H](O)C)=O